(S)-2-amino-3-(4-(2-(6-(4-chlorophenyl)imidazo[1,2-b]pyridazin-2-yl)acetamido)-phenyl)propanoic acid TFA salt OC(=O)C(F)(F)F.N[C@H](C(=O)O)CC1=CC=C(C=C1)NC(CC=1N=C2N(N=C(C=C2)C2=CC=C(C=C2)Cl)C1)=O